(2-(3-(5-(3-methoxypropoxy)pyrimidin-2-yl)phenyl)propan-2-yl)carbamic acid 1-azabicyclo[3.2.2]non-4-yl ester N12CCC(C(CC1)CC2)OC(NC(C)(C)C2=CC(=CC=C2)C2=NC=C(C=N2)OCCCOC)=O